COC=1C=C(C=CC1)C(CN)C=1C=NN(C1)C 2-(3-methoxyphenyl)-2-(1-methylpyrazol-4-yl)ethanamine